N1=CC=CC2=CC(=CC=C12)O CHINOLIN-6-OL